methyl 3',6'-bis((R)-2-(methoxymethyl)azetidin-1-yl)-3-oxo-3H-spiro[isobenzofuran-1,9'-xanthene]-6-carboxylate COC[C@@H]1N(CC1)C=1C=CC=2C3(C4=CC=C(C=C4OC2C1)N1[C@H](CC1)COC)OC(C1=CC=C(C=C13)C(=O)OC)=O